2,4-dimethyl-3-cyclohexene-carbaldehyde CC1C(CCC(=C1)C)C=O